2-(hydroxymethyl)-N,N,6-trimethyl-quinazoline-7-sulfonamide OCC1=NC2=CC(=C(C=C2C=N1)C)S(=O)(=O)N(C)C